acetyl-methyl-carbazole C(C)(=O)C1=C(C=2NC3=CC=CC=C3C2C=C1)C